C1(=CC=CC2=CC=CC=C12)C1=NC(=NC(=C1)C1=CC=CC2=CC=CC=C12)[Ir+]C1=NC(=CC(=N1)C1=CC=CC2=CC=CC=C12)C1=CC=CC2=CC=CC=C12 Bis[4,6-di(naphthalen-1-yl)pyrimidinyl]Iridium (III)